tert-butyl (23-amino-3,6,9,12,15,18,21-heptaoxatricosyl)carbamate NCCOCCOCCOCCOCCOCCOCCOCCNC(OC(C)(C)C)=O